4-chloro-N-(2-((dimethylamino)methyl)-2,3-dihydrobenzo[b][1,4]dioxin-6-yl)pyrimidin-2-amine ClC1=NC(=NC=C1)NC1=CC2=C(OC(CO2)CN(C)C)C=C1